[4-amino-2-[2-(trifluoromethyl)morpholin-4-yl]phenyl]-(1,1-dioxo-1,4-thiazinan-4-yl)methanone NC1=CC(=C(C=C1)C(=O)N1CCS(CC1)(=O)=O)N1CC(OCC1)C(F)(F)F